rel-2-methyl-N-(1-(2-(1-methyl-1H-pyrazol-4-yl)quinolin-4-yl)cyclopropyl)-5-((1R,4R)-5-methyl-2,5-diazabicyclo[2.2.1]heptan-2-yl)benzamide CC1=C(C(=O)NC2(CC2)C2=CC(=NC3=CC=CC=C23)C=2C=NN(C2)C)C=C(C=C1)N1[C@H]2CN([C@@H](C1)C2)C |o1:30,33|